F.F.F.C(C)(C)N(C(C)C)CC N,N-diisopropylethylamine trihydrofluoride salt